O=C1CC2(C1)CN(C2)C2=CC=CC(=N2)C(=O)OCC ethyl 6-(2-oxo-6-azaspiro[3.3]heptan-6-yl)-2-picolinate